8-(3-bromobenzoyl)aminoquinoline BrC=1C=C(C(=O)NC=2C=CC=C3C=CC=NC23)C=CC1